C(=C)[Si](ON=C(CC)C)(ON=C(CC)C)ON=C(CC)C (vinyl)tris[[(1-methylpropylidene)amino]oxy]silane